6-(2-hydroxy-2-(3'-(trifluoromethyl)-[1,1'-biphenyl]-3-yl)acetyl)-2-(1-(4-isopropylthiophen-2-yl)cyclopropyl)-3,5,6,7,8,9-hexahydro-4H-pyrimido[5,4-c]azepin-4-one OC(C(=O)N1CC2=C(CCC1)N=C(NC2=O)C2(CC2)C=2SC=C(C2)C(C)C)C=2C=C(C=CC2)C2=CC(=CC=C2)C(F)(F)F